OCCN(CC(CS(=O)(=O)O)O)CCO 3-bis(2-hydroxyethyl)amino-2-hydroxypropylsulfonic acid